C(#C)C1(CC(C1)OC)CC(=O)OC methyl 2-(1-ethynyl-3-methoxycyclobutyl)acetate